1,2-Diphenyl-cyclobutane C1(=CC=CC=C1)C1C(CC1)C1=CC=CC=C1